(4-((2'-methyl-3'-oxospiro[cyclopropan-1,1'-isoindoline]-4'-yl)oxy)-5-(trifluoromethyl)pyrimidin-2-yl)amino-N-(7-methyl-7-azaspiro[3.5]non-2-yl)benzamide CN1C2(C3=CC=CC(=C3C1=O)OC1=NC(=NC=C1C(F)(F)F)NC1=C(C(=O)NC3CC4(C3)CCN(CC4)C)C=CC=C1)CC2